ethyl 4-(1-hydroxy-1-methylethyl)-2-propyl-1-[[2'-[2-(triphenylmethyl)-2H-tetrazol-5-yl] biphenyl-4-yl] methyl]-1H-imidazole-5-carboxylate OC(C)(C)C=1N=C(N(C1C(=O)OCC)CC1=CC=C(C=C1)C1=C(C=CC=C1)C=1N=NN(N1)C(C1=CC=CC=C1)(C1=CC=CC=C1)C1=CC=CC=C1)CCC